COC=1C=C(C(=O)O)C=CC1C=1C=NN(C1)C 3-methoxy-4-(1-methyl-1H-pyrazol-4-yl)benzoic acid